glutamine hydrobromide Br.N[C@@H](CCC(N)=O)C(=O)O